N-(2-cyclopropylphenyl)-2-[(3R)-3-methyl[1,4'-bipiperidin]-1'-yl]-1,3-thiazole-5-carboxamide C1(CC1)C1=C(C=CC=C1)NC(=O)C1=CN=C(S1)N1CCC(CC1)N1C[C@@H](CCC1)C